4-(azepan-1-yl)-6-(((S)-1-(((R)-tert-butylsulfinyl)amino)-4-chloro-2,3-dihydro-1H-inden-1-yl)methyl)-2-chloropyrimidine-5-carboxylic acid methyl ester COC(=O)C=1C(=NC(=NC1C[C@]1(CCC2=C(C=CC=C12)Cl)N[S@](=O)C(C)(C)C)Cl)N1CCCCCC1